1H-pyrazole-3-carboxamidate N1N=C(C=C1)C(=O)N